(3R,6S)-6-(hydroxymethyl)oxacyclohexane-3-amine hydrochloride Cl.OC[C@@H]1CC[C@H](CO1)N